CN(CCCNC(C=CN(CCC(NCCCN(C)C)=O)CCCN(C)C)=O)C N-[3-(dimethylamino)propyl]-3-{[3-(dimethylamino)propyl](2-{[3-(dimethylamino)propyl]carbamoyl}ethyl)-amino}propenamide